Phenyl Phosphorodiamidite P(OC1=CC=CC=C1)(N)N